Natrium Citrat C(CC(O)(C(=O)[O-])CC(=O)[O-])(=O)[O-].[Na+].[Na+].[Na+]